N1N=CC(=C1)C=1C2=C(C(=NC1)NCC=1C=C(C(=O)NC=3SC4=C(N3)CCC(C4)N(C)C)C=CC1)CCO2 3-(((7-(1H-Pyrazol-4-yl)-2,3-dihydrofuro[3,2-c]pyridin-4-yl)amino)methyl)-N-(6-(dimethylamino)-4,5,6,7-tetrahydrobenzo[d]thiazol-2-yl)benzamide